2-phenyl-4-(3-chlorophenyl)imidazole C1(=CC=CC=C1)C=1NC=C(N1)C1=CC(=CC=C1)Cl